((2R,3R,4R,5S)-3,4,5-tris(benzyloxy)-1-((4-isopropylcyclohexyl)methyl)piperidin-2-yl)methanol C(C1=CC=CC=C1)O[C@@H]1[C@H](N(C[C@@H]([C@H]1OCC1=CC=CC=C1)OCC1=CC=CC=C1)CC1CCC(CC1)C(C)C)CO